O1C(CC1)C1=CC=CC(=N1)C#N 6-(oxetan-2-yl)pyridinecarbonitrile